C(C1=CC=CC=C1)OC1=NC(=CC=C1NC=1C=C(C=CC1)N1[C@H](CN(C[C@H]1C)C(=O)OC(C)(C)C)C)OCC1=CC=CC=C1 tert-butyl (3S,5R)-4-[3-[(2,6-dibenzyloxy-3-pyridyl)amino]phenyl]-3,5-dimethyl-piperazine-1-carboxylate